methyl 2-((4-methoxy-2-methyl-phenyl)amino)-5-(trifluoromethyl)-benzoate COC1=CC(=C(C=C1)NC1=C(C(=O)OC)C=C(C=C1)C(F)(F)F)C